C(C)N1N=CC=C1C1=CC(=C(C=C1)C(CCC=C)O)C=C 1-(4-(1-ethyl-1H-pyrazol-5-yl)-2-vinylphenyl)pent-4-en-1-ol